C(C)N(C(=O)NCC)[C@H](C)C1=CC(=CC=C1)C=1C=C(C=2N(C1)C=CN2)OC (R)-1,3-diethyl-1-(1-(3-(8-methoxyimidazo[1,2-a]pyridin-6-yl)phenyl)ethyl)urea